CSC1=CN=C(C(=C1C#N)C(F)(F)F)C2=CC=CS2 The molecule is a nitrile that pyridine which is substituted by 2-thienyl, trifluoromethyl, cyano and methylthio groups at positions 2, 3, 4 and 5 respectively. It is a member of pyridines, a member of thiophenes, a nitrile, an organofluorine compound and an aryl sulfide.